FC1([C@@H]2[C@H](N([C@H](C1)CC2)C(=O)C=2NC1=CC=CC(=C1C2)OC)C(=O)N[C@@H](\C=C\2/C(OCC2)=O)C[C@H]2C(NCC2)=O)F (1S,3S,4S)-5,5-difluoro-2-(4-methoxy-1H-indole-2-carbonyl)-N-((R,Z)-1-(2-oxodihydrofuran-3(2H)-ylidene)-3-((S)-2-oxopyrrolidin-3-yl)propan-2-yl)-2-azabicyclo[2.2.2]octane-3-carboxamide